C1(=CC=CC=C1)C1=CC=2C(=NC=CC2NC(=O)C2CCC(CC2)[C@@H](C)NC(OC(C)(C)C)=O)N1COCC[Si](C)(C)C tert-butyl ((R)-1-((1r,4R)-4-((2-phenyl-1-((2-(trimethylsilyl)ethoxy)methyl)-1H-pyrrolo[2,3-b]pyridin-4-yl)carbamoyl)cyclohexyl)ethyl)carbamate